C(C=C)[C@@H]1OC(OC[C@H]1NC(OCC1=CC=CC=C1)=O)C1=CC=C(C=C1)OC benzyl ((4S,5R)-4-allyl-2-(4-methoxyphenyl)-1,3-dioxan-5-yl)carbamate